2-methyl-3-t-butyl-1,4-cyclohexanedicarboxylic acid CC1C(CCC(C1C(C)(C)C)C(=O)O)C(=O)O